N1C=NC=C1CN1C(CCCC(C1)CCC)=O 1-(1H-imidazol-5-ylmethyl)-6-propylazepan-2-one